((2R,3S,5R)-2-(((((1-adamantyl)methoxy) carbonyl)oxy)methyl)-5-(6-amino-2-fluoro-9H-purin-9-yl)-2-ethynyltetrahydrofuran-3-yl) isobutyrate C(C(C)C)(=O)O[C@@H]1[C@@](O[C@H](C1)N1C2=NC(=NC(=C2N=C1)N)F)(C#C)COC(=O)OCC12CC3CC(CC(C1)C3)C2